vinyl-tris(β-methylethoxy)silane methyl-(4Z,8E)-2-acetyl-5-(hydroxymethyl)-9,13-dimethyltetradeca-4,8,12-trienoate COC(C(C\C=C(\CC\C=C(\CCC=C(C)C)/C)/CO)C(C)=O)=O.C(=C)[Si](OCCC)(OCCC)OCCC